FC1=C(C=CC(=C1)F)[C@@](CN1N=NN=C1)([C@@H](C)C1=NN(C=C1)C([2H])([2H])C1=CC=C(C=C1)C(C)C)O (2r,3s)-2-(2,4-difluorophenyl)-3-(1-((4-isopropylphenyl)methyl-d2)-1H-pyrazol-3-yl)-1-(1H-tetrazol-1-yl)butan-2-ol